C(C1=CC=CC=C1)OC(=O)NC(C(=O)OCC1=CC=CC=C1)C(C)=NOC benzyl 2-(benzyloxycarbonylamino)-3-methoxyimino-butyrate